(R)-1-(1-(1-aminoisoquinolin-4-yl)ethyl)-3-(3-chloro-4-fluorophenyl)-1-methylurea NC1=NC=C(C2=CC=CC=C12)[C@@H](C)N(C(=O)NC1=CC(=C(C=C1)F)Cl)C